3-Chloro-6-(4-chloro-2-cyclohexyl-5-methyl-phenoxymethyl)-pyridazine ClC=1N=NC(=CC1)COC1=C(C=C(C(=C1)C)Cl)C1CCCCC1